4-((4-Cyclopropylnaphthalen-1-yl)amino)thieno[3,2-d]Pyrimidine-2-thiol C1(CC1)C1=CC=C(C2=CC=CC=C12)NC=1C2=C(N=C(N1)S)C=CS2